CNCCCCCCCCN N-methyloctane-1,8-diamine